CC1=C(C=CC2=C1OCC(N2)=O)NC2=CC=C(C=C2)N2CCC(CC2)C(F)(F)F 8-methyl-7-((4-(4-(trifluoromethyl)piperidin-1-yl)phenyl)amino)-2H-benzo[b][1,4]oxazin-3(4H)-one